N1N=CC2=CC=C(C=C12)C1=CC=CC=2N1N=CC2C(=O)N2CCCCC2 (7-(1H-indazole-6-yl)pyrazolo[1,5-a]pyridin-3-yl)(piperidin-1-yl)methanone